β,β'-dimorpholinodiethyl ether C1COCCN1CCOCCN2CCOCC2